COC1=CC=C(C=C1)C1=NN=C(C2=C(C=CC=C12)C)N[C@H]1CN(CCC1)C (R)-4-(4-methoxyphenyl)-8-methyl-N-(1-methylpiperidin-3-yl)phthalazin-1-amine